8-chloro-3-(5-difluoromethyl-1,3,4-thiadiazol-2-yl)-N-(1-(methyl-d3)cyclopropyl)imidazo[1,5-a]pyridine-6-sulfonamide ClC=1C=2N(C=C(C1)S(=O)(=O)NC1(CC1)C([2H])([2H])[2H])C(=NC2)C=2SC(=NN2)C(F)F